7,8-dimethyl-2-(1H-1,2,4-triazol-5-ylsulfanylmethyl)-1H-quinolin-4-one CC1=CC=C2C(C=C(NC2=C1C)CSC1=NC=NN1)=O